1,2-DIHYDRO-NAPHTHALENE-3-BORONIC ACID C1CC(=CC2=CC=CC=C12)B(O)O